10-(4,5-dimethoxy-2-methyl-3,6-dioxocyclohex-1,4-dien-1-yl)decylamide COC=1C(C(=C(C(C1OC)=O)CCCCCCCCCC[NH-])C)=O